FC1=C(C=C(C=C1)C1=NC=CC=C1C=1C=C2C=NN(C2=CC1)C(=O)N)C 5-(2-(4-fluoro-3-methylphenyl)pyridin-3-yl)-1H-indazol-1-carboxamid